heptynyl-potassium tetrafluoroborate F[B-](F)(F)F.C(#CCCCCC)[K]